COC(C1=C(C=C(C(=C1)[N+](=O)[O-])NCC1(CC1)OC)F)=O 2-fluoro-4-[(1-methoxycyclopropyl)methylamino]-5-Nitro-benzoic acid methyl ester